(R)-4-((3-(2-((3-Fluoro-3-methylazetidin-1-yl)methyl)acrylamido)piperidin-1-yl)methyl)-N-(4-(4-morpholino-7H-pyrrolo[2,3-d]pyrimidin-6-yl)phenyl)picolinamide FC1(CN(C1)CC(C(=O)N[C@H]1CN(CCC1)CC1=CC(=NC=C1)C(=O)NC1=CC=C(C=C1)C1=CC2=C(N=CN=C2N2CCOCC2)N1)=C)C